(+/-)-isopropyl (1S,3S)-3-(4-(5-(benzylamino)-1-methyl-1H-1,2,3-triazol-4-yl) phenoxy)cyclohexane-1-carboxylate C(C1=CC=CC=C1)NC1=C(N=NN1C)C1=CC=C(O[C@@H]2C[C@H](CCC2)C(=O)OC(C)C)C=C1 |r|